tert-butyl 9-[4-(5-cyano-2-pyridinyl)-2-ethyl-6-methyl-phenyl]-8,10-dioxo-3-azaspiro[5.5]undecane-3-carboxylate C(#N)C=1C=CC(=NC1)C1=CC(=C(C(=C1)C)C1C(CC2(CCN(CC2)C(=O)OC(C)(C)C)CC1=O)=O)CC